NC=1C=C(C=C2C(=C(NC12)C1=CC=CC=C1)C(C(F)(F)F)=O)COCC 1-(7-amino-5-(ethoxymethyl)-2-phenyl-1H-indol-3-yl)-2,2,2-trifluoroethan-1-one